2,2,2-trichloroethyl acetimidate hydrochloride Cl.C(C)(OCC(Cl)(Cl)Cl)=N